BrC1C(C2=CC(=CC=C2CC1C)F)=O 2-bromo-7-fluoro-3-methyl-1,2,3,4-tetrahydronaphthalen-1-one